N1C(=NC2=C1C=CC=C2)CCNC(=O)C2=CC=C(C=C2)C2=NC1=C(N2)C=CC=C1C(=O)N 2-(4-((2-(1H-benzo[d]imidazol-2-yl)ethyl)carbamoyl)phenyl)-1H-benzo[d]imidazole-4-carboxamide